benzyl (endo)-3-(difluoromethyl)-3-[(2-methylpropane-2-sulfinyl)amino]-8-azabicyclo[3.2.1]octane-8-carboxylate FC(C1(CC2CCC(C1)N2C(=O)OCC2=CC=CC=C2)NS(=O)C(C)(C)C)F